C(#C)C1=NC(=CC(=C1)C1=NC=2C=CC3=C(C2C=C1)C1=C(S3)CN[C@@H](CN1)C)CN1CCOCC1 (R)-3-(2-ethynyl-6-(morpholinomethyl)pyridin-4-yl)-10-methyl-9,10,11,12-tetrahydro-8H-[1,4]diazepino[5',6':4,5]thieno[3,2-f]quinolin